(2R,5S)-3-(4-aminophenylethyl)-2-(1-(4-bromophenyl)-3-(4-fluorophenyl)-1H-pyrazol-4-yl)-5-ethyloxazolidin-4-one NC1=CC=C(C=C1)CCN1[C@H](O[C@H](C1=O)CC)C=1C(=NN(C1)C1=CC=C(C=C1)Br)C1=CC=C(C=C1)F